diacetic acid, monoamide C(C)(=O)N.C(C)(=O)N